CC1CCCC(C1)C(=O)N 5-methyl-cyclohexanecarboxamide